(3Z)-3-{[(4-{methyl [(4-methylpiperazin-1-yl) acetyl] amino} phenyl) amino] (phenyl) methylene}-2-oxo-2,3-dihydro-1H-indole-6-carboxylate ethanesulfonate hemihydrate O.C(C)S(=O)(=O)O.CN(C1=CC=C(C=C1)N\C(=C\1/C(NC2=CC(=CC=C12)C(=O)O)=O)\C1=CC=CC=C1)C(CN1CCN(CC1)C)=O.CN(C(CN1CCN(CC1)C)=O)C1=CC=C(C=C1)N\C(\C1=CC=CC=C1)=C\1/C(NC2=CC(=CC=C12)C(=O)O)=O.C(C)S(=O)(=O)O